2-[3-(difluoromethoxy)phenyl]-2-methoxy-acetic acid FC(OC=1C=C(C=CC1)C(C(=O)O)OC)F